C(C)C(CO)CCCCCCCCCCCC 2-ethyl-1-tetradecyl alcohol